2-Amino-4-(3,4-(methylenedioxy)benzylamino)-6-(3-methoxyphenyl)pyrimidine COC1=CC=CC(=C1)C2=CC(=NC(=N2)N)NCC3=CC4=C(C=C3)OCO4